Cl.N[C@@H]1C(N(C2=C(OC1)C=CC(=C2)C(=O)N2CCC(CC2)(C)O)C)=O (S)-3-amino-7-(4-hydroxy-4-methylpiperidine-1-carbonyl)-5-methyl-2,3-dihydrobenzo[b][1,4]oxazepin-4(5H)-one hydrochloride